tert-butyl 3-(8-bromo-7-cyclobutyl-2-{[(2R,7aS)-2-fluorotetrahydro-1H-pyrrolizin-7a(5H)-yl]methoxy}-7H-purin-6-yl)-3,8-diazabicyclo[3.2.1]octane-8-carboxylate BrC1=NC2=NC(=NC(=C2N1C1CCC1)N1CC2CCC(C1)N2C(=O)OC(C)(C)C)OC[C@]21CCCN1C[C@@H](C2)F